1-[4-[(3-diethylaminopropyl)dimethoxysilyl]phenyl]-1-phenylethylene C(C)N(CCC[Si](C1=CC=C(C=C1)C(=C)C1=CC=CC=C1)(OC)OC)CC